C1(CCCCC1)P(C1=C(C=CC=C1)C=1C(=CC=CC1N(C)C)N(C)C)C1CCCCC1 2'-(dicyclohexylphosphaneyl)-N2,N2,N6,N6-tetramethyl-[1,1'-biphenyl]-2,6-diamine